sodium (R)-3-(3-(difluoro(o-tolyl)methyl) phenyl)-3-(3-(1-methyl-4-oxido-2-oxo-1,2-dihydropyridin-3-yl) ureido)propanoate FC(C=1C=C(C=CC1)[C@@H](CC(=O)[O-])NC(=O)NC=1C(N(C=CC1[O-])C)=O)(C1=C(C=CC=C1)C)F.[Na+].[Na+]